3-(2-(1-(trifluoromethyl)cyclopropyl)ethyl)urea FC(C1(CC1)CCNC(N)=O)(F)F